C(C)(C)N(C(=O)OC1=CC=C(C=C1)[I+]C1=CC=CC=C1)C(C)C (4-((diisopropylcarbamoyl)oxy)phenyl)(phenyl)iodonium